C1=C(C=CC2=CC=C3C4=CC=C5C=CC=CC5=C4C=CC3=C21)C=O picene-2-carbaldehyde